Thietan S1CCC1